COC=1C=2N(C=CC1C1OCCC1)N=CC2N 4-Methoxy-5-tetrahydrofuran-2-yl-pyrazolo[1,5-a]pyridin-3-amine